ethyl (2R)-2-amino-3-hydroxypropanoate hydrochloride Cl.N[C@@H](C(=O)OCC)CO